FC(C=1C=C(C=C(C1)C(F)(F)F)C1=NN(C=N1)\C=C(/C(=O)N)\C=1C=NC=NC1)(F)F (Z)-3-(3-(3,5-bis-(trifluoromethyl)-phenyl)-1H-1,2,4-triazol-1-yl)-2-(pyrimidin-5-yl)-acrylamide